C(#N)[C@H](C[C@H]1C(NCCC1)=O)NC(=O)[C@H]1N(CC2(C1)CCCCC2)C(=O)C=2NC1=CC=C(C=C1C2)OC (S)-N-((S)-1-cyano-2-((S)-2-oxopiperidin-3-yl)ethyl)-2-(5-methoxy-1H-indole-2-carbonyl)-2-azaspiro[4.5]decane-3-carboxamide